((5-(cyclopropyl(4,4,4-trifluorobutanamido)methyl)benzo[d]oxazol-2-yl)(4,4-difluorocyclohexyl)methyl)-1-methyl-1H-pyrazole-5-carboxamide C1(CC1)C(C=1C=CC2=C(N=C(O2)C(C2CCC(CC2)(F)F)C2=NN(C(=C2)C(=O)N)C)C1)NC(CCC(F)(F)F)=O